6-[2-Phenyl-5-(1-piperidyl)imidazo[4,5-b]pyridin-3-yl]-3H-1,3-benzothiazol C1(=CC=CC=C1)C1=NC=2C(=NC(=CC2)N2CCCCC2)N1C1=CC2=C(NCS2)C=C1